5-(5-oxo-6-oxa-4-azaspiro[2.4]heptan-4-yl)-3-(6-azaspiro[2.5]octan-6-yl)pyrazine-2-carboxylic acid O=C1N(C2(CC2)CO1)C=1N=C(C(=NC1)C(=O)O)N1CCC2(CC2)CC1